(3S,4R)-N-{6,7-dimethoxy-1H,2H,3H-cyclopenta[b]quinolin-9-yl}-3-methylpiperidin-4-amine COC=1C(=CC=2C(=C3C(=NC2C1)CCC3)N[C@H]3[C@H](CNCC3)C)OC